ethyl 3-(5-(4'-carbamoyl-[1,1'-biphenyl]-4-yl)-6-chloro-1H-indazol-3-yl)propanoate C(N)(=O)C1=CC=C(C=C1)C1=CC=C(C=C1)C=1C=C2C(=NNC2=CC1Cl)CCC(=O)OCC